C(C=C=C=C=C=C=C=C=C=C=C=C=C=C=C)(=O)[O-] hexadecatetradecenoate